1-((3-((3-Amino-5-chloropyrazin-2-yl)thio)-2-chlorophenyl)imino)tetrahydro-1H-1λ6-thiophene NC=1C(=NC=C(N1)Cl)SC=1C(=C(C=CC1)N=[SH2]1CCCC1)Cl